C(C1=CC=CC=C1)OC1CC(C1)N 3-(benzyloxy)cyclobutan-1-amine